N1CC[SH2](CC1)=O 1λ6-Thiomorpholine-1-oxide